5-Chloro-N4-(3-isopropylphenyl)-N2-phenylpyrimidine-2,4-diamine ClC=1C(=NC(=NC1)NC1=CC=CC=C1)NC1=CC(=CC=C1)C(C)C